tert-butyl 3-[4-(3,4-dichloro-2-fluoro-anilino)quinazolin-6-yl]-3-(2-hydroxyethyl)azetidine-1-carboxylate ClC=1C(=C(NC2=NC=NC3=CC=C(C=C23)C2(CN(C2)C(=O)OC(C)(C)C)CCO)C=CC1Cl)F